(3-bromo-2-hydroxy-5-methyl-phenyl)-3-(1-piperidinyl)propane-1,3-dione BrC=1C(=C(C=C(C1)C)C(CC(=O)N1CCCCC1)=O)O